(4-(3,5-difluoro-2-(trifluoromethyl)phenyl)piperidin-1-yl)(4,5,6,7-tetrahydro-1H-pyrazolo[4,3-c]pyridin-3-yl)methanone FC=1C(=C(C=C(C1)F)C1CCN(CC1)C(=O)C1=NNC2=C1CNCC2)C(F)(F)F